6-{4,7-diazaspiro[2.5]octan-7-yl}-N-(3-methyl-4-{[1,2,4]triazolo[1,5-a]pyridin-7-yloxy}phenyl)pyrido[3,2-d]pyrimidin-4-amine hydrochloride Cl.C1CC12NCCN(C2)C=2C=CC=1N=CN=C(C1N2)NC2=CC(=C(C=C2)OC2=CC=1N(C=C2)N=CN1)C